2-(7-(diethylamino)-4-methyl-2-oxo-2H-chromen-3-yl)ethyl (3-(pyridin-4-yl)benzyl)carbamate N1=CC=C(C=C1)C=1C=C(CNC(OCCC=2C(OC3=CC(=CC=C3C2C)N(CC)CC)=O)=O)C=CC1